3-[4-(3-fluoro-1,2,3,6-tetrahydropyridin-4-yl)-3-methyl-2-oxo-benzimidazol-1-yl]piperidine-2,6-dione FC1CNCC=C1C1=CC=CC=2N(C(N(C21)C)=O)C2C(NC(CC2)=O)=O